C(C)(C)(C)OC(=O)N1C[C@H](N(CC1)C(=O)N1CCC(CC1)CN1C(C=C(C=C1)C1=CC=CC=C1)=O)C1=C(C=CC(=C1)F)F.C(C(=C)C)(=O)O METHACRYLIC ACID tert-butyl-(R)-3-(2,5-difluorophenyl)-4-(4-((2-oxo-4-phenylpyridin-1(2H)-yl)methyl)piperidine-1-carbonyl)piperazine-1-carboxylate